ClC=1C=NC(=NC1)C1CCN(CC1)C=1N=C(C2=C(N1)CCC[S@]2=O)NC2(CCC2)CO (R)-2-(4-(5-chloropyrimidin-2-yl)piperidin-1-yl)-4-((1-(hydroxymethyl)cyclobutyl)amino)-7,8-dihydro-6H-thiopyrano[3,2-d]Pyrimidine 5-oxide